(S,E)-4'-(2-(1-hydroxypropyl)-4-(methoxyimino)pyrrolidine-1-carbonyl)-2-methyl-[1,1'-biphenyl]-3-carbonitrile OC(CC)[C@H]1N(C/C(/C1)=N/OC)C(=O)C1=CC=C(C=C1)C1=C(C(=CC=C1)C#N)C